3,3-dimethoxy-1-vinylcyclobutane-1-carbaldehyde COC1(CC(C1)(C=O)C=C)OC